(S)-7-benzyloxy-1,2,3,4-tetrahydroisoquinoline C(C1=CC=CC=C1)OC1=CC=C2CCNCC2=C1